CC1=CC=2C(=CN=CC2)N1C(=O)[O-] 2-methyl-1H-pyrrolo[2,3-c]pyridine-1-carboxylate